tert-butyl 4-(2-(4-(9-benzyl-6-(1-methylcyclopropoxy)-9H-purin-8-yl)-3-chlorophenoxy)ethyl)-3-oxopiperazine-1-carboxylate C(C1=CC=CC=C1)N1C2=NC=NC(=C2N=C1C1=C(C=C(OCCN2C(CN(CC2)C(=O)OC(C)(C)C)=O)C=C1)Cl)OC1(CC1)C